(R)-3-(4-amino-3-(4-phenoxyphenyl)-1H-pyrazolo[3,4-d]pyrimidin-1-yl)piperidine NC1=C2C(=NC=N1)N(N=C2C2=CC=C(C=C2)OC2=CC=CC=C2)[C@H]2CNCCC2